2-hydroxy-6-(trifluoromethyl)-4-vinylnicotinic acid ethyl ester C(C)OC(C1=C(N=C(C=C1C=C)C(F)(F)F)O)=O